3-methylpentanylenediamine CC(CCN)CCN